methanamine hydrochloride HCl Cl.Cl.CN